C1(=CC=CC=C1)C1(COC1)C(=O)N 3-phenyloxetane-3-carboxamide